COC1=C(CNC2C=C3N(C=C(C=C3S2)C=2N(C=3C(=CC4=C(CCNCC4)C3)N2)S(=O)(=O)C(F)(F)F)CC2=CC=C(C=C2)OC)C=CC(=C1)OC ((2,4-dimethoxybenzyl)amino)-4-(4-methoxybenzyl)-6-(1-((trifluoromethyl)sulfonyl)-1,5,6,7,8,9-hexahydroimidazo[4',5':4,5]benzo[1,2-d]azepin-2-yl)thieno[3,2-b]Pyridin